2-chlorobenzylamine hydrobromide Br.ClC1=C(CN)C=CC=C1